C1(CC1)SC1=CC=C(C=C1)OC cyclopropyl-(4-methoxyphenyl)sulfane